NC1=C(N=CC(=N1)N1CCC2(CC1)CC1=C(N=C(S1)Cl)C2N)SC2=C(C(=NC=C2)N)Cl 1'-(6-amino-5-((2-amino-3-chloropyridin-4-yl)thio)pyrazin-2-yl)-2-chloro-4,6-dihydrospiro[cyclopenta[d]thiazole-5,4'-piperidin]-4-amine